N-(2-fluoro-2-methylpropyl)-5-(imidazo[1,2-b]pyridazin-6-yl)-7H-pyrrolo[2,3-d]pyrimidin-2-amine FC(CNC=1N=CC2=C(N1)NC=C2C=2C=CC=1N(N2)C=CN1)(C)C